CC1=C(C=C(C=C1)NC(CN1C(CCOC2=C1C=CC=C2)=O)=O)C2=NC=CC=C2 N-(4-methyl-3-pyridin-2-ylphenyl)-2-(4-oxo-2,3-dihydro-1,5-benzoxazepin-5-yl)acetamide